(R)-2-amino-5-(3-chlorophenyl)-4-oxo-4,5-dihydrofuran-3-yl-5-d phenylmethanesulfonate C1(=CC=CC=C1)CS(=O)(=O)OC1=C(O[C@](C1=O)([2H])C1=CC(=CC=C1)Cl)N